N-(1,6-DIMETHYL-1H-INDAZOL-7-YL)-6-(5-(TRIFLUOROMETHYL)-1H-PYRAZOL-3-YL)PYRIDINE-3-SULFONAMIDE CN1N=CC2=CC=C(C(=C12)NS(=O)(=O)C=1C=NC(=CC1)C1=NNC(=C1)C(F)(F)F)C